tertbutyl azetidin-3-ylcarbamate N1CC(C1)NC(OC(C)(C)C)=O